N-(5-Fluoropyridin-2-yl)-6-methyl-7,8-dihydro-6H-cyclopenta[e][1,2,4]triazolo[4,3-a]pyridine-4-carboxamide FC=1C=CC(=NC1)NC(=O)C=1C=2N(C3=C(C1)C(CC3)C)C=NN2